Cl.C1NCC=2C(=CC=CC12)C=O ISOINDOLINE-4-CARBALDEHYDE HCL